C1(=CC=CC=C1)C1=CC(=C(C=C1)C(C(CCCCCC)=NO)=O)S 1-(4-phenyl-sulfanylphenyl)-octane-1,2-dione-2-oxime